FC1=C(C=C(C=C1)F)[C@H]1CC[C@H](CC1)OC[C@@H]1NCCC[C@@H]1NS(=O)(=O)C N-((2R,3S)-2-(((cis-4-(2,5-difluorophenyl)cyclohexyl)oxy)-methyl)piperidin-3-yl)methanesulfonamide